1H-imidazol-1-yl (1,3-dioxoisoindolin-2-yl)(methyl)carbamate O=C1N(C(C2=CC=CC=C12)=O)N(C(ON1C=NC=C1)=O)C